ClC1=CC=C2C(=CNC2=C1)\C=C\1/NC(N(C1=O)C(C=O)C1=CC=C(C#N)C=C1)=O 4-{1-[(4Z)-4-[(6-chloro-1H-indol-3-yl)methylene]-2,5-dioxo-imidazolidin-1-yl]-2-oxoethyl}benzonitrile